C(C)(C)(C)OC(N[C@H]1CC[C@@H](C2=CC=CC=C12)OCC)=O (1S,4S)-4-ethoxy-1,2,3,4-tetrahydronaphthalene-1-carbamic acid tert-butyl ester